C(C)(C)(C)OC(=O)N1CCC(CC1)C=1OC2=C(N1)C=C(C=C2Cl)C=2C=C(C=1N(N2)C=C(N1)C)C 4-[7-chloro-5-(2,8-dimethylimidazo[1,2-b]pyridazin-6-yl)-1,3-benzoxazol-2-yl]piperidine-1-carboxylic acid tert-butyl ester